(2S,4S)-2-((difluoromethoxy)methyl)-4-methoxypyrrolidine-1-carboxylic acid tert-butyl ester C(C)(C)(C)OC(=O)N1[C@@H](C[C@@H](C1)OC)COC(F)F